1,3,5-tributyl-hexahydro-s-triazine C(CCC)N1CN(CN(C1)CCCC)CCCC